N(1)-methylpseudouridine CN1C=C([C@H]2[C@H](O)[C@H](O)[C@@H](CO)O2)C(NC1=O)=O